3-((2-amino-6-(trifluoromethyl)pyrimidin-4-yl)oxy)pyrrolidin NC1=NC(=CC(=N1)OC1CNCC1)C(F)(F)F